FC1=CC(=C(C=C1)C(=O)N1[C@@H](C=2N(CC1)C(=NC2)C2=NC(=NS2)C)C)C (R)-(4-Fluoro-2-methylphenyl)(8-methyl-3-(3-methyl-1,2,4-thiadiazol-5-yl)-5,6-Dihydroimidazo[1,5-a]pyrazin-7(8H)-yl)methanone